Z-11-tetradecenyl acetate C(C)(=O)OCCCCCCCCCC\C=C/CC